C(C)(=O)OCC(=O)N1CC=2C(=NC=3C(=C(C(=CC3C2[C@@H]1C)OC)Cl)Cl)OC 2-[(1S)-6,7-dichloro-4,8-dimethoxy-1-methyl-1H,2H,3H-pyrrolo[3,4-c]quinolin-2-yl]-2-oxoethyl acetate